C(C)OC(\C(=C\NC1=C(C=CC(=C1)F)OC)\C#N)=O (E)-2-cyano-3-((5-fluoro-2-methoxyphenyl)amino)acrylic acid ethyl ester